N1=C(C=CC=C1)NCCNC(O)=O (2-(pyridin-2-ylamino)ethyl)carbamic acid